FC1=C(C(=CC=C1)C(F)(F)F)N1C(NC(C=C1C)=O)=O 1-(2-fluoro-6-trifluoromethyl-phenyl)-6-methylpyrimidine-2,4(1H,3H)-dione